FC1=CC=C(C=C1)N1CC[C@@H]2CNCC[C@@H]21 (3ar,7as)-1-(4-fluorophenyl)octahydro-1H-pyrrolo[3,2-c]pyridine